(R)-1-(2,5-difluoropyridin-3-yl)ethyl (4-(5-(3-cyanoazetidine-3-carboxamido)pyridin-2-yl)-1-methyl-1H-1,2,3-triazol-5-yl)carbamate C(#N)C1(CNC1)C(=O)NC=1C=CC(=NC1)C=1N=NN(C1NC(O[C@H](C)C=1C(=NC=C(C1)F)F)=O)C